F[C@@H]1[C@@H](C1)C(=O)NC1=NC=C(C(=C1)NC1=C(C(=CC=C1)C1=NN(C=N1)C)OC)C(CC)=O (1s,2s)-2-fluoro-N-(4-((2-methoxy-3-(1-methyl-1H-1,2,4-triazol-3-yl)phenyl)amino)-5-propionylpyridin-2-yl)cyclopropane-1-carboxamide